BrC1=CC2=C(C=3N(CCO2)C=C(N3)N3C(OCC3C(F)F)=S)C=C1 3-(9-bromo-5,6-dihydrobenzo[f]imidazo[1,2-d][1,4]oxazepin-2-yl)-4-(difluoromethyl)oxazolidine-2-thione